tert-butyl 4-((2-butyl-7-methyl-1H-imidazo[4,5-d]thieno[3,2-b]pyridin-1-yl)methyl)piperidine-1-carboxylate C(CCC)C1=NC=2C(=C3C(=NC2)C=C(S3)C)N1CC1CCN(CC1)C(=O)OC(C)(C)C